C1(CC1)OCC1=C(C=CC(=C1)NC1(CCOCC1)C(=O)O)C1=C(C(=CC=C1)OCC)C 4-((2-(Cyclopropoxymethyl)-3'-ethoxy-2'-methyl-[1,1'-biphenyl]-4-yl)amino)tetrahydro-2H-pyran-4-carboxylic acid